NS(=O)(=O)C1=C(C(=O)[O-])C=CC=C1 2-(aminosulfonyl)benzoate